n-propyl p-toluenesulfonate CC1=CC=C(C=C1)S(=O)(=O)OCCC